COC(C)NC(C)=O N-(1-methoxyethyl)acetamide